FC1=CC=C(CN2CCC(CC2)CC2C(C3=CC=C(C=C3C2)C2CCNCC2)=O)C=C1 2-((1-(4-fluorobenzyl)piperidin-4-yl)methyl)-5-(piperidin-4-yl)-2,3-dihydro-1H-indene-1-one